CC=1N(C(C2=C(N1)CCNC2)=O)CC=2C=NC(=CC2)C(F)(F)F 2-methyl-3-((6-(trifluoromethyl)pyridin-3-yl)methyl)-5,6,7,8-tetrahydropyrido[4,3-d]pyrimidin-4(3h)-one